(1R,3R)-3-((2-amino-3,5-dibromobenzyl)amino)-cyclopentanol NC1=C(CN[C@H]2C[C@@H](CC2)O)C=C(C=C1Br)Br